2-(3-t-butyl-2-hydroxy-5-(2-methoxycarbonylethyl)phenyl)-5-chloro-2H-benzotriazole C(C)(C)(C)C=1C(=C(C=C(C1)CCC(=O)OC)N1N=C2C(=N1)C=CC(=C2)Cl)O